N2-(4-methoxy-3-(1H-pyrrolo[3,2-c]pyridin-6-yl)phenyl)-N4-methylpyrimidine-2,4-diamine COC1=C(C=C(C=C1)NC1=NC=CC(=N1)NC)C1=CC2=C(C=N1)C=CN2